C=C1[C@@H]([C@H](OC1=O)CCC)C(=O)O |o1:2,3| (2R,3S)-rel-4-methylene-5-oxo-2-propyltetrahydrofuran-3-carboxylic acid